C(C=C)(=O)OCCCC/C(/C(=O)O)=C/C(=O)O acryloxybutyl-maleic acid